FC1(CN(CCC1CC(=O)O)C)F (3,3-difluoro-1-methyl-piperidin-4-yl)-acetic acid